NC=1N=CC(=NC1)C=1C=NN(C1)C[C@@H]1CN(C(CO1)(C)C)C(=O)OC(C)(C)C tert-butyl (S)-2-((4-(5-aminopyrazin-2-yl)-1H-pyrazol-1-yl)methyl)-5,5-dimethylmorpholine-4-carboxylate